FC(C(C(C(F)(F)F)(F)F)(F)F)(CCS)F 2-(Perfluorobutyl)ethanethiol